C(C)(C)OC1=NC=C(C=N1)NC=1C2=C(N=CN1)C=CC(=N2)N2CC1(CCN1)C2 N-(2-Isopropoxypyrimidin-5-yl)-6-(1,6-diazaspiro[3.3]heptan-6-yl)pyrido[3,2-d]pyrimidin-4-amine